4-(5'-Fluoro-2'-hydroxyphenyl)-8-hydroxyquinoline FC=1C=CC(=C(C1)C1=CC=NC2=C(C=CC=C12)O)O